N-(5-cyclopropylpyridin-2-yl)-5-formyl-1-methyl-1H-pyrrolo[3,2-b]pyridine-3-carboxamide C1(CC1)C=1C=CC(=NC1)NC(=O)C1=CN(C=2C1=NC(=CC2)C=O)C